FC1=C(C=CC(=C1)C(=O)N1CC(CCC1)O)C1=NC=2C=CNC(C2C(=C1)NC1=NC=C(C=C1)N1CCC(CC1)O)=O 2-[2-fluoro-4-(3-hydroxy-piperidine-1-carbonyl)phenyl]-4-[[5-(4-hydroxy-1-piperidyl)-2-pyridyl]amino]-6H-1,6-naphthyridin-5-one